FC=1C=2N(C=C(C1)NC(=O)C=1C=CC(=C3N=CC(=NC13)OC)N1C[C@H](N([C@H](C1)C)C(=O)OC(C)(C)C)C)C=C(N2)C tert-butyl (2r,6s)-4-[8-({8-fluoro-2-methylimidazo[1,2-a]pyridin-6-yl} carbamoyl)-2-methoxyquinoxalin-5-yl]-2,6-dimethylpiperazine-1-carboxylate